BrC1=C(C=C(C=C1)C=1C=NN(C1C)C)C1CN(CCN1)C1=NC(=NC(=C1)C(C)C)N 4-(3-(2-bromo-5-(1,5-dimethyl-1H-pyrazol-4-yl)phenyl)piperazin-1-yl)-6-isopropylpyrimidin-2-amine